(S)-3-(1-(3-(1-(4-methyl-4H-1,2,4-triazol-3-ylsulfanyl)ethyl)phenyl)-1H-1,2,3-triazol-4-yl)benzonitrile CN1C(=NN=C1)S[C@@H](C)C=1C=C(C=CC1)N1N=NC(=C1)C=1C=C(C#N)C=CC1